3-[(4-Fluorophenoxy)methyl]-4-methyl-2-{6-methyl-3-[5-(trifluoromethyl)pyrimidin-2-yl]pyridin-2-carbonyl}-2-azabicyclo[3.1.1]heptan FC1=CC=C(OCC2N(C3CC(C2C)C3)C(=O)C3=NC(=CC=C3C3=NC=C(C=N3)C(F)(F)F)C)C=C1